7-bromo-3-cyclopropyl-8-methoxyimidazo[1,2-a]pyridine BrC1=C(C=2N(C=C1)C(=CN2)C2CC2)OC